ClC1=C(C=C(C=C1)C=1C=NC=CC1)S(=O)(=O)N 2-chloro-5-(pyridin-3-yl)benzenesulfonamide